heptadecafluorodecyltriethoxysilane FC(C(C(C(C(C(C(F)(F)[Si](OCC)(OCC)OCC)(F)F)(F)F)(F)F)(F)F)(F)F)(CCC(F)(F)F)F